rel-(4R)-6-(6-bromo-4-ethoxy-2-methyl-indazol-3-yl)-8-methoxy-4-methyl-3,4-dihydro-2H-isoquinolin-1-one BrC=1C=C(C2=C(N(N=C2C1)C)C=1C=C2[C@H](CNC(C2=C(C1)OC)=O)C)OCC |o1:14|